FC1=CC(=CC=2NC(=NC21)C2=CC(=CN2)C(=O)C2=C(C=CC=C2)C(F)(F)F)N2C[C@@H](SCC2)C (S)-(5-(4-fluoro-6-(2-methylthiomorpholino)-1H-benzo[d]imidazol-2-yl)-1H-pyrrol-3-yl)(2-(trifluoromethyl)phenyl)methanone